S1C(=NC2=C1C=CC=C2)NC=2C=C1CCN(C1=CC2)C=2SC=C(N2)C(=O)O {5-[(1,3-benzothiazol-2-yl)amino]-2,3-dihydro-1H-indol-1-yl}-1,3-thiazole-4-carboxylic acid